CN([C@@H]1C[C@@H](NC1)C(=O)O)C (2R,4R)-4-(Dimethylamino)pyrrolidine-2-carboxylic acid